COC1=C2CC(C(N(C2=CC=C1)C1=CC=C(C=C1)C(F)(F)F)=O)CNC(OC(C)(C)C)=O tert-butyl ((5-methoxy-2-oxo-1-(4-(trifluoromethyl)phenyl)-1,2,3,4-tetrahydroquinolin-3-yl)methyl)carbamate